B(O)(O)C=1C=CC(=NC1)C(=O)O 5-Boronopicolinic acid